N-(3-Hydroxy-4,4-dimethyl-pentyl)-2-isopropyl-4-methyl-6-morpholin-4-yl-pyridine-3-carboxylic acid amide OC(CCNC(=O)C=1C(=NC(=CC1C)N1CCOCC1)C(C)C)C(C)(C)C